FC=1C=C(C=CC1C(F)(F)F)N1C=NN(C1=O)CC1=CC(=C(OC(C(=O)O)(C)C)C(=C1)C)C 2-(4-((4-(3-fluoro-4-(trifluoromethyl)phenyl)-5-oxo-4,5-dihydro-1H-1,2,4-triazole-1-yl)methyl)-2,6-dimethylphenoxy)-2-methylpropionic acid